C[C@H](C=C)N (R)-but-3-en-2-amine